C(C)C1(SC=C(N1)C(=O)OC(C)(C)C)C(=O)[O-] 4-tert-butyl 2-ethylthiazole-2,4-dicarboxylate